CN1N=C(C(=C1)NC(C1=NC(=CC=C1)C=1C=NNC1)=O)N1CCOCC1 N-(1-methyl-3-morpholinyl-1H-pyrazol-4-yl)-6-(1H-pyrazol-4-yl)picolinamide